C[C@H](CCC(=C)C(C)C)[C@H]1CC[C@@H]2[C@@]1(CC[C@H]3[C@H]2CC=C4[C@@]3(CC[C@@H](C4)O[C@H]5[C@@H]([C@H]([C@@H]([C@H](O5)CO)O)O)O)C)C The molecule is a sterol 3-beta-D-glucoside having 24-methylenecholesterol as the sterol component. It is a sterol 3-beta-D-glucoside and a monosaccharide derivative. It derives from a 24-methylenecholesterol.